2-methyl-5-(1-propen-2-yl)-2-cyclohexen-1-one CC=1C(CC(CC1)C(=C)C)=O